C(C)C1SC=2C(C3=CC=CC=C3OC2C(=C1)CC)=O 2,4-diethylthiaxanthone